C1(CCCC1)NCC=1C=NC2=CC=C(C=C2C1C(C)C)C1=NC(=NC=C1F)N[C@H]1[C@@H](COCC1)O (3S,4R)-4-((4-(3-((cyclopentylamino)methyl)-4-isopropylquinolin-6-yl)-5-fluoropyrimidin-2-yl)amino)tetrahydro-2H-pyran-3-ol